1-[2-hydroxy-3-(3-(trimethoxysilyl)propoxy)propyl]-2,2,6,6-tetramethylpiperidin-4-yl dodecanoate C(CCCCCCCCCCC)(=O)OC1CC(N(C(C1)(C)C)CC(COCCC[Si](OC)(OC)OC)O)(C)C